C(=C\C1=CC=CC=C1)/B(O)O (E)-styrylboronic acid